C(C)(C)OC(=O)COC(=O)C1C2C=CC(C1)C2=O 5-isopropoxycarbonylmethyloxycarbonyl-7-oxo-bicyclo[2.2.1]Hept-2-ene